trimethylcyclohexanon CC1C(C(CCC1)=O)(C)C